3-((3-exo)-3-((7-((5-cyclopropyl-1H-pyrazol-3-yl)amino)-1,6-naphthyridin-5-yl)amino)-8-azabicyclo[3.2.1]oct-8-yl)propionitrile C1(CC1)C1=CC(=NN1)NC1=NC(=C2C=CC=NC2=C1)NC1CC2CCC(C1)N2CCC#N